decylphenylsilane C(CCCCCCCCC)[SiH2]C1=CC=CC=C1